(2R,3R,3aS,6S,6aR)-6-((2-amino-3-bromoquinolin-7-yl)methyl)-2-(2,4-dimethyl-7H-pyrrolo[2,3-d]pyrimidin-7-yl)hexahydro-3aH-cyclopenta[b]furan-3,3a-diol NC1=NC2=CC(=CC=C2C=C1Br)C[C@@H]1CC[C@]2([C@@H]1O[C@H]([C@@H]2O)N2C=CC1=C2N=C(N=C1C)C)O